exo-Methyl 4-methyl-7-(1-(2-tosylhydrazono)ethyl)-2-azabicyclo[2.2.2]oct-5-ene-2-carboxylate CC12CN(C(C=C1)C(C2)C(C)=NNS(=O)(=O)C2=CC=C(C)C=C2)C(=O)OC